2-(hydroxymethyl)tetrahydrofuran-2,3,4-triol OCC1(OCC(C1O)O)O